FC=1C=C(C=CC1OC1=CC=NC2=CC(=CN=C12)OC)NC(=O)C=1C(=NC=C(C1O)C1=C(C=C(C=C1)F)C)C N-[3-fluoro-4-[(7-methoxy-1,5-naphthyridin-4-yl)oxy]phenyl]-5-(4-fluoro-2-methylphenyl)-4-hydroxy-2-methylpyridine-3-carboxamide